3,7-dihydroxy-4,8-difluorodibenzofuran OC=1C=CC2=C(OC3=C2C=C(C(=C3)O)F)C1F